Cl.C(C1=CC=CC=C1)NC1CS(C(=C1)C)(=O)=O 3-(benzylamino)-5-methyl-2,3-dihydrothiophene 1,1-dioxide hydrochloride